O=C1OC[C@H](N1)CCC(=O)N1CC(C1)C=1C=CC(=NC1)C1(CCC1)C#N 1-[5-[1-[3-[(4R)-2-Oxooxazolidin-4-yl]propanoyl]azetidin-3-yl]-2-pyridyl]cyclobutanecarbonitrile